C(C)(C)C1=C(C=CC=C1)N1C(SCC1=O)=NN=CC1=CC=C(C=C1)N1N=C(C2=C1CCOC2)C(=O)OCC=C allyl 1-[4-[[[3-(2-isopropylphenyl)-4-oxothiazolidin-2-ylidene]hydrazono]methyl]phenyl]-6,7-dihydro-4H-pyrano[4,3-c]pyrazole-3-carboxylate